2-([1,4]Dioxan-2-ylmethoxy)-9-(3-hydroxy-3-methyl-but-1-ynyl)-6,7-dihydro-pyrimido[6,1-a]isoquinolin-4-one O1C(COCC1)COC1=NC(N2C(C3=CC=C(C=C3CC2)C#CC(C)(C)O)=C1)=O